N1C(=CC=CC=C1)S(=O)(=O)N azepin-2-sulfonamide